COC=1C=CC(=NC1)N1N=C(C(C1=O)C(=O)[O-])C 1-(5-methoxypyridin-2-yl)-3-methyl-5-oxo-4,5-dihydro-1H-pyrazole-4-carboxylate